hydroxy-phenyl-1-(4-morpholinylphenyl)-1-butanone OC(C(=O)C1=CC=C(C=C1)N1CCOCC1)(CC)C1=CC=CC=C1